2-(oxacyclopent-3-yl)ethanol glyceryl-monocaproate C(C(O)CO)CCCCCC(=O)OCCC1COCC1